((2S,3S,4R,5R)-5-(4-amino-2-oxopyrimidin-1(2H)-yl)-2,4-difluoro-3-hydroxy-4-methyltetrahydrofuran-2-yl)methyl bis(4-methoxybenzyl)phosphordiamidate COC1=CC=C(CNP(OC[C@]2(O[C@H]([C@]([C@@H]2O)(C)F)N2C(N=C(C=C2)N)=O)F)(=O)NCC2=CC=C(C=C2)OC)C=C1